(5'S,7a'R)-5'-(3,5-difluorophenyl)-1-(4-methoxy-5-methylpyrimidin-2-yl)tetrahydro-3'H-spiro[piperidine-4,2'-pyrrolo[2,1-b][1,3]oxazol]-3'-one FC=1C=C(C=C(C1)F)[C@@H]1CC[C@H]2OC3(C(N21)=O)CCN(CC3)C3=NC=C(C(=N3)OC)C